7-[(3aR,4R,6S,6aR)-2,2-dimethyl-6-[(7S)-2-chloro-5,7-dihydro-4H-thieno[2,3-c]pyran-7-yl]-3a,4,6,6a-tetrahydrofuro[3,4-d][1,3]dioxol-4-yl]pyrrolo[2,3-d]pyrimidin-4-amine CC1(O[C@@H]2[C@H](O1)[C@H](O[C@H]2N2C=CC1=C2N=CN=C1N)[C@@H]1OCCC2=C1SC(=C2)Cl)C